COC1=C(C=CC(=C1)OC)C=1NC(=CN1)C(=O)NCCCCCCC(=O)O 7-(2-(2,4-dimethoxyphenyl)imidazole-5-carboxamido)heptanoic acid